{2-[7,8-Dimethyl-2,4-dioxo-10-(2,3,4,5-tetraacetoxy-pentyl)-4,10-dihydro-2H-benzo[g]pteridin-3-yl]-ethyl}-trimethyl-ammonium bromid [Br-].CC=1C(=CC2=C(N=C3C(N(C(N=C3N2CC(C(C(COC(C)=O)OC(C)=O)OC(C)=O)OC(C)=O)=O)CC[N+](C)(C)C)=O)C1)C